5,10,15,20-tetra(3-cyanophenyl)porphyrin C(#N)C=1C=C(C=CC1)C=1C2=CC=C(N2)C(=C2C=CC(C(=C3C=CC(=C(C=4C=CC1N4)C4=CC(=CC=C4)C#N)N3)C3=CC(=CC=C3)C#N)=N2)C2=CC(=CC=C2)C#N